S(=O)(=O)(O)[Si] sulfo-silicon